Cl.N1C=C(C2=CC=CC=C12)C=1NC=C(N1)C(=O)C1=CC(=C(C(=C1)OC)OC)OC [2-(1H-indol-3-yl)-1H-imidazol-4-yl](3,4,5-trimethoxyphenyl)methanone hydrochloride